2-[2-(aminomethyl)-3,3-difluoro-allyl]-4-[[2-[6-(dimethylamino)-3-pyridyl]phenyl]methyl]-1,2,4-triazol-3-one NCC(CN1N=CN(C1=O)CC1=C(C=CC=C1)C=1C=NC(=CC1)N(C)C)=C(F)F